C(C1=CC=CC=C1)OC(=O)N1[C@@H](C[C@@H](CC1)N(C)C(=O)OC(C)(C)C)C1=C(C=CC=C1)F |r| rac-(2s,4r)-4-((tert-butoxycarbonyl)(methyl)amino)-2-(2-fluorophenyl)piperidine-1-carboxylic acid benzyl ester